2-(4-chlorophenyl)ethylamine p-methylbenzenesulfonate CC1=CC=C(C=C1)S(=O)(=O)O.ClC1=CC=C(C=C1)CCN